methyl (2S)-2-[[(2S)-2-amino-3-cyclopropyl-propanoyl]amino]-3-(5,5-dimethyl-2-oxo-pyrrolidin-3-yl)propanoate N[C@H](C(=O)N[C@H](C(=O)OC)CC1C(NC(C1)(C)C)=O)CC1CC1